CN(CC(=O)O)C1=NC2=CC=C(C=C2C(=C1)C1=CC=CC=C1)CCC1=CC(=CC=C1)C N-methyl-N-(6-(3-methylphenethyl)-4-phenylquinolin-2-yl)glycine